7-bromo-3-methyl-imidazo[4,5-c]Pyridine BrC=1C2=C(C=NC1)N(C=N2)C